C[Si](N(CCC[Si](OC)(OC)OC)[Si](C)(C)C)(C)C N,N-bis(trimethylsilyl)-3-aminopropyl-trimethoxysilane